N[C@@H](CO)C |r| (RS)-2-aminopropanol